4-(2,2-difluoroethyl)-3-ethyl-7-methyl-3,4-dihydro-5H-pyrazolo[3,4-c]isoquinolin-5-one FC(CN1C(C=2C=C(C=CC2C2=C1N(N=C2)CC)C)=O)F